(R)-2'-hydroxy-2-methoxymethoxy-1,1'-binaphthyl-3-formaldehyde OC1=C(C2=CC=CC=C2C=C1)C1=C(C(=CC2=CC=CC=C12)C=O)OCOC